CC1([C@H](CC2=CC=CC=C12)NC=1C=CC(=NC1)[C@@H](C(F)(F)F)N(C(=O)[C@@H]1C[C@@H](CC1)NS(=O)(=O)C)C)C (1S,3R)-N-((S)-1-(5-(((S)-1,1-Dimethyl-2,3-dihydro-1H-inden-2-yl)amino)pyridin-2-yl)-2,2,2-trifluoroethyl)-N-methyl-3-(methylsulfonamido)cyclopentane-1-carboxamide